methyl-methylimino-(2-nitrophenyl)-oxo-$l^{6}-sulfane CS(=O)(C1=C(C=CC=C1)[N+](=O)[O-])=NC